6-[2-(tert-butylamino)-5-chloropyrimidin-4-yl]-2-[2-oxo-2-(1,2,3,4-tetrahydroisoquinolin-2-yl)ethyl]-2,3-dihydro-1H-isoindol-1-one C(C)(C)(C)NC1=NC=C(C(=N1)C1=CC=C2CN(C(C2=C1)=O)CC(N1CC2=CC=CC=C2CC1)=O)Cl